(E)-6-(3-(cyclopropylmethoxy)-4-(difluoromethoxy)phenethyl)pyrazine-2-carboxylic acid methyl ester COC(=O)C1=NC(=CN=C1)CCC1=CC(=C(C=C1)OC(F)F)OCC1CC1